NC1=NC2=CC(=CC=C2C=C1F)C[C@H]1[C@H]2C[C@H]([C@@H]([C@]2(CC1)O)O)N1C=CC2=C1N=CN=C2C (1s,2r,3ar,4s,6ar)-4-((2-amino-3-fluoroquinolin-7-yl)methyl)-2-(4-methyl-7H-pyrrolo[2,3-d]pyrimidin-7-yl)hexahydro-pentalene-1,6a(1H)-diol